sec-butyl ethylphosphinate (1-methylpropyl ethylphosphinate) CC(CC)P(O)(=O)CC.C(C)P(OC(C)CC)=O